N=1C(=CN2C1C=NC=C2)C(=O)N2[C@@H]([C@H]1C([C@H]1C2)(C)C)C(=O)OC methyl (1R,2S,5S)-3-{imidazo[1,2-a]pyrazine-2-carbonyl}-6,6-dimethyl-3-azabicyclo[3.1.0]hexane-2-carboxylate